C(C)NC(CN1N=C(C=CC1=O)C1=NSC(=N1)C=1C=NC=C(C1)C)=O N-ethyl-2-(3-(5-(5-methyl-pyridin-3-yl)-1,2,4-thiadiazol-3-yl)-6-oxopyridazin-1(6H)-yl)acetamide